1-((1r,4r)-4-((5-(1-(2,2-difluoroethyl)-2-methyl-1H-imidazo[4,5-b]pyrazin-6-yl)-4-(methylamino)-7H-pyrrolo[2,3-d]pyrimidin-2-yl)amino)cyclohexyl)pyrrolidin-2-one FC(CN1C(=NC=2C1=NC(=CN2)C2=CNC=1N=C(N=C(C12)NC)NC1CCC(CC1)N1C(CCC1)=O)C)F